2-[2-(4-bromo-2-chlorophenyl)ethoxy]oxane BrC1=CC(=C(C=C1)CCOC1OCCCC1)Cl